C(C)OC(=C)C=1C=C2C(=NC(=NC2=C(C1C1=CC(=CC2=CC=CC=C12)OCOC)F)OCC(F)(F)F)N1C[C@H]2CC[C@@H](C1)N2C(=O)OC(C)(C)C tert-butyl (1R,5S)-3-(6-(1-ethoxyvinyl)-8-fluoro-7-(3-(methoxymethoxy)naphthalene-1-yl)-2-(2,2,2-trifluoroethoxy)quinazolin-4-yl)-3,8-diazabicyclo[3.2.1]octane-8-Carboxylate